FC1=C(C=C(C=C1C)[C@H]1[C@@H](C1)C=1C=NC(=NC1)C1=NC=CC=N1)OC trans-5-(2-(4-Fluoro-3-methoxy-5-methylphenyl)cyclopropyl)-2,2'-bipyrimidine